1-Bromo-2,5-dimethoxy-4-nitrobenzene BrC1=C(C=C(C(=C1)OC)[N+](=O)[O-])OC